CC1=CC(SC1(C)C)=C(C#N)C#N 2-(4,5,5-trimethyl-2(5H)-thiophenylidene)-propandinitrile